NC(C[C@H](CC(=O)O)CC(C)C)=O (R)-3-(2-amino-2-oxoethyl)-5-methylhexanoic acid